C1(=CC=CC=C1)C=1N=CC(=NC1C1=CC=CC=C1)NCCCCO 4-[(5,6-diphenylpyrazin-2-yl)amino]-1-butanol